N1(CCCCCC1)C1=NC=C(C=C1C(=O)NC1=CC(=CC=C1)C(N)=O)C(C(F)(F)F)(F)F 2-(azepan-1-yl)-N-(3-carbamoylphenyl)-5-(1,1,2,2,2-penta-fluoroethyl)pyridine-3-carboxamide